8-[(1r,2r)-2-hydroxy-2-methylcyclopentyl]-2-(methylsulfonyl)pyrido[2,3-d]pyrimidin-7(8H)-one O[C@]1([C@@H](CCC1)N1C(C=CC2=C1N=C(N=C2)S(=O)(=O)C)=O)C